trimethyl borate (borate) B(O)(O)O.B(OC)(OC)OC